2-(4-(3-(1-(5-chloropyrimidin-2-yl)piperidin-4-yl)propoxy)-2-fluorophenyl)-1-(5-((2S,3R,4R,5R)-2,3,4,5,6-pentahydroxyhexyl)-2,5-diazabicyclo[4.1.0]heptan-2-yl)ethan-1-one ClC=1C=NC(=NC1)N1CCC(CC1)CCCOC1=CC(=C(C=C1)CC(=O)N1C2CC2N(CC1)C[C@@H]([C@H]([C@@H]([C@@H](CO)O)O)O)O)F